17-(2,5-dioxo-2,5-dihydro-1H-pyrrol-1-yl)-5,8,11,14-tetraoxo-4,7,10,13-tetraazaoctadecan-1-oate O=C1N(C(C=C1)=O)C(CCC(NCC(NCC(NCC(NCCC(=O)[O-])=O)=O)=O)=O)C